FC=1C=C(C=CC1C)[C@]1(CN(CC1)C(NC1=C(C=CC(=C1)OC)C(=O)N1CC(C1)O)=S)C1=NC=NS1 |o1:8| (R or S)-3-(3-fluoro-4-methylphenyl)-N-(2-(3-hydroxyazetidine-1-carbonyl)-5-methoxyphenyl)-3-(1,2,4-thiadiazol-5-yl)pyrrolidine-1-carbothioamide